tert-Butyl 6'-(2,4-dioxotetrahydropyrimidin-1(2H)-yl)spiro(azetidine-3,2'-chroman)-1-carboxylate O=C1N(CCC(N1)=O)C=1C=C2CCC3(OC2=CC1)CN(C3)C(=O)OC(C)(C)C